N-benzyl-N-methyl-2-nitroaniline C(C1=CC=CC=C1)N(C1=C(C=CC=C1)[N+](=O)[O-])C